1,3,4-butanetriol C(CC(CO)O)O